tert-Butyl 5-((2-chloro-3-cyano-6,7-dihydro-5H-cyclopenta[b]pyridin-7-yl)oxy)-3-methoxy-1H-indazole-1-carboxylate ClC1=C(C=C2C(=N1)C(CC2)OC=2C=C1C(=NN(C1=CC2)C(=O)OC(C)(C)C)OC)C#N